tert-butyl 2-(6-methyl-2-((4-(2-phenylacetamido)phenyl)amino)pyrimidin-4-yl)-5,8,11-trioxa-2-azatetradecan-14-oate CC1=CC(=NC(=N1)NC1=CC=C(C=C1)NC(CC1=CC=CC=C1)=O)N(C)CCOCCOCCOCCC(=O)OC(C)(C)C